(1S,3R)-3-(((Benzyloxy)carbonyl)amino)-1-isopropylcyclopentane-1-carboxylic acid C(C1=CC=CC=C1)OC(=O)N[C@H]1C[C@](CC1)(C(=O)O)C(C)C